C(C)(C)(C)OC(=O)NCCCCN[C@@H]1C[C@H](CC1)NC1=NC=C(C(=N1)C1=CNC2=C(C(=CC=C12)C(=O)OC)Cl)C(F)(F)F methyl 3-(2-(((1S,3S)-3-((4-((t-butyloxycarbonyl)amino)butyl)amino)cyclopentyl)amino)-5-(trifluoromethyl)pyrimidin-4-yl)-7-chloro-1H-indole-6-carboxylate